(1S,2S,5R)-2-((S)-2,2-difluoro-1-((triethylsilyl)oxy)ethyl)-3,8-diazabicyclo[3.2.1]octane-8-carboxylic acid tert-butyl ester C(C)(C)(C)OC(=O)N1[C@@H]2[C@H](NC[C@H]1CC2)[C@@H](C(F)F)O[Si](CC)(CC)CC